C(C)(C)OC1=CC=2N(C=C1C(=O)NC=1C(N(C=CC1)[C@H]1[C@H](C1)C)=O)C=C(N2)C21COC(C2)(C1)C 7-isopropoxy-2-(1-methyl-2-oxabicyclo[2.1.1]hexan-4-yl)-N-(1-((1R,2S)-2-methylcyclopropyl)-2-oxo-1,2-dihydropyridin-3-yl)imidazo[1,2-a]pyridine-6-carboxamide